C1(=CC=CC=C1)C1=NC(=CC(=N1)C1=C(C(=C(C(=C1)C1=NC(=NC(=C1)C1=CC=CC=C1)C1=CC=CC=C1)N1C2=CC=CC=C2C=2C=C(C=CC12)C)N1C2=CC=CC=C2C=2C=CC(=CC12)C1=NC(=CC=C1)C1=CC=CC=C1)N1C2=CC=CC=C2C=2C=C(C=CC12)C)C1=CC=CC=C1 9,9'-(4,6-bis(2,6-diphenylpyrimidin-4-yl)-2-(2-(6-phenylpyridin-2-yl)-9H-carbazol-9-yl)-1,3-phenylene)bis(3-methyl-9H-carbazole)